BrC=1C=C2C(=CC=NC2=CC1)NC1=CC(=CC(=C1)C=1C=NN(C1)CCOC)OC 6-Bromo-N-(3-methoxy-5-(1-(2-methoxyethyl)-1H-pyrazol-4-yl)phenyl)quinolin-4-amine